C(CCCCC)OC([C@@H](N)CCCCN)=O lysine n-hexyl ester